C(CCC)NC(COC1=C(C=CC=C1)C=O)=O N-BUTYL-2-(2-FORMYLPHENOXY)ACETAMIDE